NC=1C=CC(=NC1)N1C(=CC2=CC(=CC=C12)NC1=CC=C(C=C1)OC)C 1-(5-aminopyridin-2-yl)-N-(4-methoxyphenyl)-2-methyl-1H-indol-5-amine